(((2-Fluoro-4-methyl-5-((2,2,2-trifluoroethyl) sulfonyl) phenyl) amino) methyl) benzoate C(C1=CC=CC=C1)(=O)OCNC1=C(C=C(C(=C1)S(=O)(=O)CC(F)(F)F)C)F